5-(7-(2-fluoro-5-((4-oxo-3,4-dihydro-phthalazin-1-yl)methyl)benzoyl)-5,6,7,8-tetrahydroimidazo[1,2-a]pyrazin-3-yl)furan-2-carbonitrile FC1=C(C(=O)N2CC=3N(CC2)C(=CN3)C3=CC=C(O3)C#N)C=C(C=C1)CC1=NNC(C3=CC=CC=C13)=O